C(CCC)NC(N(CCCOC)CC1=C(C=C(C=C1OC)OC)\C=C\C1=CC=C(C=C1)OCC(C)C)=O (E)-3-butyl-1-(2-(4-isobutoxystyryl)-4,6-dimethoxybenzyl)-1-(3-methoxypropyl)urea